COC1=NC=C(C2=C1N=C(S2)[NH-])C=2C=NN(C2)CC2COCCC2 {4-methoxy-7-[1-(tetrahydro-pyran-3-ylmethyl)-1H-pyrazol-4-yl]-thiazolo[4,5-c]pyridin-2-yl}-amid